tert-butyl (2S)-2-[[(tert-butoxy)carbonyl]amino]-4-(methylsulfanyl)-4-oxobutanoate C(C)(C)(C)OC(=O)N[C@H](C(=O)OC(C)(C)C)CC(=O)SC